3,5-dimercapto-butoxybenzene SC(CCOC1=CC=CC(=C1)S)C